N,N-dimethylpyrimidine-2-carboxamide CN(C(=O)C1=NC=CC=N1)C